5,5-diethoxy-2-methyl-1-(p-tolyl)pent-3-en-2-ol C(C)OC(C=CC(CC1=CC=C(C=C1)C)(O)C)OCC